C(C)(C)(C)OC(=O)N1C(=CC2(CC2)CC1)C1=C(C=C(C=C1)C(=O)OC)Cl.C(C=C)(=O)OCC(ON1C(CCCC1(C)C)(C)C)C1=CC=CC=C1 acryloxy-2-phenyl-2-(2,2,6,6-tetramethyl-1-piperidinyloxy)ethane tert-butyl-5-[2-chloro-4-(methoxycarbonyl)phenyl]-6-azaspiro[2.5]oct-4-ene-6-carboxylate